(Racemic)-2'-chloro-5'-methoxy-6-methyl-N-(5-(3-(trifluoromethoxy)cyclohexane-1-carbonyl)-5,6-dihydro-4H-pyrrolo[3,4-d]thiazol-2-yl)-[4,4'-bipyridine]-3-carboxamide ClC1=NC=C(C(=C1)C1=C(C=NC(=C1)C)C(=O)NC=1SC2=C(N1)CN(C2)C(=O)C2CC(CCC2)OC(F)(F)F)OC